C(C)OC(=C)C1=CN=C(C2=CC=CC=C12)N1N=CN=C1 4-(1-ethoxyvinyl)-1-(1,2,4-triazol-1-yl)isoquinoline